C1N(CC2(C3=CC=CC=C13)CCCC2)CC=2OC=C(C(C2)=O)O 2-((1'H-Spiro[cyclopentane-1,4'-isoquinoline]-2'(3'H)-yl)methyl)-5-hydroxy-4H-pyran-4-one